6-imidazol-1-yl-N,N-dimethyl-3-nitro-pyridin-2-amine N1(C=NC=C1)C1=CC=C(C(=N1)N(C)C)[N+](=O)[O-]